ClC1=CC=C(OC=2C=C(N)C=CC2)C=C1 3-(4-chlorophenoxy)aniline